tert-butyl (2-(4-(6,7-dimethoxyquinolin-4-yl)piperazin-1-yl)propyl)carbamate COC=1C=C2C(=CC=NC2=CC1OC)N1CCN(CC1)C(CNC(OC(C)(C)C)=O)C